CP(C1=C2N=CC=NC2=CC=C1NC=1C2=C(N=C(N1)NC=1C=C(C(=C3CCCOC13)N1CCOCC1)C=1C=NN(C1)C)NC=C2)(C)=O Dimethyl(6-((2-((6-(1-methyl-1H-pyrazol-4-yl)-5-morpholinochroman-8-yl)amino)-7H-pyrrolo[2,3-d]pyrimidin-4-yl)amino)quinoxalin-5-yl)phosphine oxide